C(C)OC(=O)C1CN(CC(C1(F)F)C)CC1=CC=CC=C1 1-benzyl-4,4-difluoro-5-methyl-piperidine-3-carboxylic acid ethyl ester